2-(benzo[d]thiazol-2-yl)-3,4,5,6-tetrakis(3-phenyl-9H-carbazol-9-yl)benzonitrile S1C(=NC2=C1C=CC=C2)C2=C(C#N)C(=C(C(=C2N2C1=CC=CC=C1C=1C=C(C=CC21)C2=CC=CC=C2)N2C1=CC=CC=C1C=1C=C(C=CC21)C2=CC=CC=C2)N2C1=CC=CC=C1C=1C=C(C=CC21)C2=CC=CC=C2)N2C1=CC=CC=C1C=1C=C(C=CC21)C2=CC=CC=C2